6-bromo-3-chloro-2-[(4-chlorophenyl)methoxy]pyridine BrC1=CC=C(C(=N1)OCC1=CC=C(C=C1)Cl)Cl